4-(5-(quinoxalin-6-yl)-3-(4'-(trifluoromethoxy)-[1,1'-biphenyl]-3-yl)-4,5-dihydro-1H-pyrazol-1-yl)butanoic acid N1=CC=NC2=CC(=CC=C12)C1CC(=NN1CCCC(=O)O)C=1C=C(C=CC1)C1=CC=C(C=C1)OC(F)(F)F